C1=CC=CC=2OC3=CC=CC=C3C3(C12)C1=CC=CC=C1C=1C=CC(=CC13)C1=C(C=3C(=NSN3)C=C1)C1=CC3=C(C=C1)C1=CC=CC=C1C31C3=CC=CC=C3OC=3C=CC=CC13 bis(spiro[fluorene-9,9'-xanthene]-2-yl)benzo[c][1,2,5]thiadiazole